Methyl 7-chloro-4-((2,4-dimethoxybenzyl) amino)-1-methylimidazo[1,5-a]quinoxaline-8-carboxylate ClC=1C=C2N=C(C=3N(C2=CC1C(=O)OC)C(=NC3)C)NCC3=C(C=C(C=C3)OC)OC